C(C)(C)(C)NC(=O)NC=1C(=CC2=C(N=C(N=C2)NCCCCN(CC)CC)N1)C1=C(C=CC=C1Cl)Cl 1-tert-Butyl-3-[6-(2,6-dichlorophenyl)-2-[4-(diethylamino)butylamino]pyrido[2,3-d]pyrimidin-7-yl]urea